3-ethyl-3-methyl-2,5-pyrrolidinedione C(C)C1(C(NC(C1)=O)=O)C